bis(2-butyloctyl) 10-[[1-[2-[tert-butyl(dimethyl)silyl]oxyethyl]-4-piperidyl]methyl-heptylsulfanylcarbonyl-amino]nonadecanedioate [Si](C)(C)(C(C)(C)C)OCCN1CCC(CC1)CN(C(CCCCCCCCC(=O)OCC(CCCCCC)CCCC)CCCCCCCCC(=O)OCC(CCCCCC)CCCC)C(=O)SCCCCCCC